(1R,4R)-4-(((S)-1-(6-((R)-1-(2,2-difluorobenzo[d][1,3]dioxol-5-yl)ethoxy)pyridazin-4-yl)-3-(trifluoromethyl)-4,5,6,7-tetrahydro-1H-indazol-7-yl)oxy)cyclohexane-1-carboxylic acid FC1(OC2=C(O1)C=CC(=C2)[C@@H](C)OC2=CC(=CN=N2)N2N=C(C=1CCC[C@@H](C21)OC2CCC(CC2)C(=O)O)C(F)(F)F)F